((2R,3S,4R,5R)-5-(4-aminopyrrolo[2,1-f][1,2,4]triazin-7-yl)-5-cyano-3-(2-cyclohexylacetoxy)-4-hydroxytetrahydrofuran-2-yl)methyl (R)-2-amino-3,3-dimethylbutanoate N[C@@H](C(=O)OC[C@H]1O[C@@]([C@@H]([C@@H]1OC(CC1CCCCC1)=O)O)(C#N)C1=CC=C2C(=NC=NN21)N)C(C)(C)C